meta-Chloroperbenzoic acid ClC1=CC(=CC=C1)C(=O)OO